CC(C(=O)O)C (E)-2-methylpropanoic acid